ClC1=NC=C(C(=C1)NC1CCN(CC1)C(=O)OC(C)(C)C)CNC1=C(C=CC=C1C)F tert-butyl 4-[[2-chloro-5-[(2-fluoro-6-methyl-anilino)methyl]-4-pyridyl]amino]piperidine-1-carboxylate